3-((1H-pyrazolo[3,4-b]pyridin-5-yl)ethynyl)-4-methyl-N-(4-(pyrrolidin-1-yl)quinazolin-7-yl)benzamide N1N=CC=2C1=NC=C(C2)C#CC=2C=C(C(=O)NC1=CC=C3C(=NC=NC3=C1)N1CCCC1)C=CC2C